C(C)(C)(C)OC(=O)N[C@@H]1CN(CC1)C=1C=C(C=CC1)CS(=O)(=O)N(C)C1=CC=C(C=C1)C=1N(C2=NC=NC(=C2C1)N1CCOCC1)COCC[Si](C)(C)C 2-{p-[({m-[(S)-3-(tert-butoxycarbonylamino)-1-pyrrolidinyl]phenyl}mesyl)-N-methylamino]phenyl}-4-morpholino-1-{[2-(trimethylsilyl)ethoxy]methyl}-1H-1,5,7-triazaindene